1,6-bis(diphenylphosphino)hexane C1(=CC=CC=C1)P(CCCCCCP(C1=CC=CC=C1)C1=CC=CC=C1)C1=CC=CC=C1